(4-((4-(8-methoxy-3,4-dihydro-2,7-naphthyridin-2(1H)-yl)phenyl)sulfonyl)cyclohexyl)-5-(trifluoromethyl)pyridin-2-amine COC=1N=CC=C2CCN(CC12)C1=CC=C(C=C1)S(=O)(=O)C1CCC(CC1)C=1C(=NC=C(C1)C(F)(F)F)N